5-([1,1'-biphenyl]-4-yl)furo[2,3-c]pyridine-2-carboxylic acid C1(=CC=C(C=C1)C=1C=C2C(=CN1)OC(=C2)C(=O)O)C2=CC=CC=C2